CN(C1=CC(=CC=C1)[C@H]1NC[C@@H](CC1)C)C N,N-dimethyl-3-[(2S,5R)-5-methyl-2-piperidyl]aniline